C1(CCCCC1)[C@@H](C=1N=C2N(N=C(C(=N2)N2CCOCC2)C[C@@H]2C(NC[C@@H](C2)C(F)(F)F)=O)C1)NC(OCC1=CC=CC=C1)=O benzyl ((S)-cyclohexyl(3-morpholino-2-(((3R,5R)-2-oxo-5-(trifluoromethyl)piperidin-3-yl)methyl)imidazo[1,2-b][1,2,4]triazin-6-yl)methyl)carbamate